ClC1=CC(=C(N=N1)OC1=CC(=CC=C1)C(F)(F)F)C1=NNC[C@H](N1)CC1=C(C=C(C=C1)C)C |r| rac-3-[6-chloro-3-[3-(trifluoromethyl)phenoxy]pyridazin-4-yl]-5-[(2,4-dimethylphenyl)methyl]-1,4,5,6-tetrahydro-1,2,4-triazine